(R)-2-(5-amino-2-(furan-2-yl)-7H-pyrazolo[4,3-e][1,2,4]triazolo[1,5-c]pyrimidin-7-yl)-N-((4-fluoropyridin-2-yl)methyl)-2-phenylpropanamide NC1=NC2=C(C=3N1N=C(N3)C=3OC=CC3)C=NN2[C@](C(=O)NCC2=NC=CC(=C2)F)(C)C2=CC=CC=C2